(R)-Piperidin-3-yl(4-(5-(trifluoromethyl)pyrimidin-2-yl)piperazine-1-yl)methanone hydrochloride Cl.N1C[C@@H](CCC1)C(=O)N1CCN(CC1)C1=NC=C(C=N1)C(F)(F)F